FC1=C(C=CC2=C1OC1=C2C=CC(=C1F)C(F)(F)F)C1=CCC(CC1)CCC 4,6-difluoro-3-(4-propyl-cyclohex-1-enyl)-7-trifluoromethyl-dibenzofuran